C(C)(=O)NC1=CC=NN1C1=NN=C(S1)NC(=O)C1=CC(=C(C(O1)=O)OC)NC12CC(C1)C2 N-(5-(5-acetamido-1H-pyrazol-1-yl)-1,3,4-thiadiazol-2-yl)-4-(bicyclo[1.1.1]pentan-1-ylamino)-3-methoxy-2-oxo-2H-pyran-6-carboxamide